6-(3-(3-methyl-3H-diazirin-3-yl)propanamido)-N-(4-((3-(4-((7-oxo-7H-furo[3,2-g]chromen-9-yl)oxy)butanamido)propyl)amino)butyl)hexanamide CC1(N=N1)CCC(=O)NCCCCCC(=O)NCCCCNCCCNC(CCCOC=1C2=C(C=C3C=CC(OC13)=O)C=CO2)=O